COC1=CC=C(C=C1)CS (4-methoxyphenyl)methylmercaptan